CN(CCOC=1C=C(N)C=C(C1)F)C 3-(2-(dimethylamino)ethoxy)-5-fluoroaniline